OC(COCC(CO)O)C 3-(2'-Hydroxypropoxy)propane-1,2-diol